C(C1=CC(OC)=C(O)C=C1)(=O)CC(=O)O vanilloyl-acetic acid